12-(docosa-13-enoyloxy)-dodecanoic acid C(CCCCCCCCCCCC=CCCCCCCCC)(=O)OCCCCCCCCCCCC(=O)O